C(C)(=O)ON=C(C)C1=CC=CC=2C3=CC(=CC=C3N(C12)CC)C(C1=C(C=C(C=C1)OCC1OC(OCC1)(C)C)C)=O N-acetoxy-1-[9-ethyl-6-{2-methyl-4-(3,3-dimethyl-2,4-dioxanylmethyloxy)benzoyl}-9H-carbazolyl]ethane-1-imine